(S)-4-((1-phenylethyl)amino)-5,6-dihydropyridine-1,3(2H)-dicarboxylic acid 1-(tert-butyl) ester 3-ethyl ester C(C)OC(=O)C=1CN(CCC1N[C@@H](C)C1=CC=CC=C1)C(=O)OC(C)(C)C